CN(C1=NC=C(C=N1)C=1C=CC(=C(C(=O)N[C@H](C)C2=CC(=CC(=C2)C=2C=NN(C2)C)C2=NN(C=C2)CC)C1)C)C (R)-5-(2-(dimethylamino)pyrimidin-5-yl)-N-(1-(3-(1-ethyl-1H-pyrazol-3-yl)-5-(1-methyl-1H-pyrazol-4-yl)phenyl)ethyl)-2-methylbenzamide